C1(=CC(=CC=C1)O[C@H](C(=O)OC)CC)C (S)-Methyl 2-(m-tolyloxy)butanoate